N(=[N+]=[N-])C(C1=CC=CC(=N1)C(C)(C)O)([2H])[2H] 2-(6-(azidomethyl-d2)pyridin-2-yl)propane-2-ol